C(C)(C)(C)C1=CC=C(C=C1)C(CC(=O)C1=CC=C(C=C1)OC)=O (4-tert-butylphenyl)-3-(4'-methoxyphenyl)-propane-1,3-dione